COC1=C(C=C(C=C1)CS(=O)(=O)\C=C\C1=C(C=C(C=C1OC)OC)OC)NCC(=O)[O-].[Na+].C(C)(C)C1=CC=C(C=C1)C(CC1=CC=C(C=C1)C(C)C)=O 1,2-bis(4-isopropylphenyl)ethanone sodium (E)-2-((2-methoxy-5-(((2,4,6-trimethoxystyryl)sulfonyl)methyl)phenyl)amino)acetate